anilino-6'-[ethyl-(p-tolyl)amino]-3'-methylspiro[isobenzofuran-1(3H),9'-[9H]xanthene]-3-one N(C1=CC=CC=C1)C1=CC(=CC=2OC3=CC(=CC=C3C3(C12)OC(C1=CC=CC=C13)=O)N(C1=CC=C(C=C1)C)CC)C